C1(CC1)C1=NC(=C(C(=O)N)C(=C1C(F)(F)F)C)N1CCC(CCC1)(F)F 6-cyclopropyl-2-(4,4-difluoroazepan-1-yl)-4-methyl-5-(trifluoromethyl)nicotinamide